N1C=NC(=C1)CNC1=CSC=C1C=1C(=NC=CC1)OC N-((1H-imidazol-4-yl)methyl)-4-(2-methoxypyridin-3-yl)thiophen-3-amine